(S or R)-2-(2-chloro-5-(2-(((R)-phenyl((R)-1,2,3,4-tetrahydropyrido[2,3-b]pyrazin-3-yl)methyl)amino)ethyl)phenyl)propanoic acid ClC1=C(C=C(C=C1)CCN[C@@H]([C@H]1CNC2=C(N1)N=CC=C2)C2=CC=CC=C2)[C@@H](C(=O)O)C |o1:27|